nickel iron phosphorus dioxide [P](=O)=O.[Fe].[Ni]